BrC1=C(C=CC=C1)[C@@H]1C2=C(CN(C1)C(=O)OC(C)(C)C)SC(=C2)C#N tert-butyl (S)-4-(2-bromophenyl)-2-cyano-4,7-dihydrothieno[2,3-c]pyridine-6(5H)-carboxylate